CN1N=CC(=C1C(C)C)N 1-methyl-5-(propan-2-yl)-1H-pyrazol-4-amine